FN1CN=CC=C1 3-fluoropyrimidine